FC1=C(C=CC=C1C)C1CCC2(CN(C2)C(=O)C2CC(C2)(C)O)CC1 (7-(2-Fluoro-3-methylphenyl)-2-azaspiro[3.5]nonan-2-yl)((1s,3s)-3-hydroxy-3-methylcyclobutyl)methanon